1,4'-thiobis(3-methyl-6-t-butylphenol) S(C1=C(C=C(C(=C1)C(C)(C)C)O)C)C1(CC(=CC=C1C(C)(C)C)C)O